FC(C(=O)O)(F)F.C(CCCCC)(=O)O hexanoic acid trifluoroacetate